C(C)C=1C(NC=2C=C(C=NC2C1)CN1CC(C(=CC1)C=1C(=NC(=CC1)C(=O)NC)C)C)=O 1'-((7-ethyl-6-oxo-5,6-dihydro-1,5-naphthyridin-3-yl)methyl)-N,2,3'-trimethyl-1',2',3',6'-tetrahydro-[3,4'-bipyridine]-6-carboxamide